(1S,2S)-2-fluoro-N-(6-iodoimidazo[1,2-a]pyridin-2-yl)cyclopropane-1-carboxamide 4-((tert-butoxycarbonyl)amino)butyl-1H-imidazole-1-carboxylate C(C)(C)(C)OC(=O)NCCCCOC(=O)N1C=NC=C1.F[C@@H]1[C@@H](C1)C(=O)NC=1N=C2N(C=C(C=C2)I)C1